3,6-dihydroimidazo[4,5-c]pyrimido[4,5-e]azepin N1=CNC=2C=NCC3=C(C21)N=CN=C3